C(C)(C)N(C)CC=1SC2=C(N1)C=C(C=C2)C2=CC[C@@H](CN2C(=O)OC(C)(C)C)C (S)-tert-butyl 6-(2-((isopropyl(methyl) amino)methyl)benzo[d]thiazol-5-yl)-3-methyl-3,4-dihydropyridine-1(2H)-carboxylate